CN(C(C=C)=O)C N,N-dimethyl-acryl-amide